C(CC)(=O)[O-].C(CC)(=O)[O-].ClCC[NH-] chloroethylamide dipropionate